C(C1CO1)OCCC[Si](OC)(OC)C 3-glycidoxypropyl-methyldimethoxysilane